The molecule is an unsaturated fatty acyl-CoA that results from the formal condensation of the thiol group of coenzyme A with the carboxy group of (17Z,20Z,23Z,26Z,29Z)-dotriacontapentaenoic acid. It is an unsaturated fatty acyl-CoA and an ultra-long-chain fatty acyl-CoA. It derives from a (17Z,20Z,23Z,26Z,29Z)-dotriacontapentaenoic acid. It is a conjugate acid of a (17Z,20Z,23Z,26Z,29Z)-dotriacontapentaenoyl-CoA(4-). CC/C=C\\C/C=C\\C/C=C\\C/C=C\\C/C=C\\CCCCCCCCCCCCCCCC(=O)SCCNC(=O)CCNC(=O)[C@@H](C(C)(C)COP(=O)(O)OP(=O)(O)OC[C@@H]1[C@H]([C@H]([C@@H](O1)N2C=NC3=C(N=CN=C32)N)O)OP(=O)(O)O)O